C=C(C(=C)OCC(=O)O)CC(=O)OC(CCC)(CCC)C (3-methylene-5-(4-methylheptan-4-yloxy)-5-oxopent-1-en-2-yloxy)acetic acid